[Si](C)(C)(C(C)(C)C)OCCS(=O)(=O)CC(CCC[C@](C(=O)O)(C)C1=CC(=CC=C1)CC1(CC1)C(=O)OC)(C)C (R)-7-((2-((tert-butyldimethylsilyl)oxy)ethyl)sulfonyl)-2-(3-((1-(methoxycarbonyl)cyclopropyl)methyl)phenyl)-2,6,6-trimethylheptanoic acid